(2S,4R)-1-((S)-2-amino-3,3-dimethylbutyryl)-N-((6-chloronaphth-2-yl)methyl)-4-hydroxypyrrolidine-2-carboxamide N[C@H](C(=O)N1[C@@H](C[C@H](C1)O)C(=O)NCC1=CC2=CC=C(C=C2C=C1)Cl)C(C)(C)C